7-aza-indenoisoquinoline C1=NC=CC2=CC=C3C(=C12)CC=1C=CC=NC13